[6-(1-Ethylazetidin-3-yl)pyridazin-3-yl]-5-{2-methylimidazo[1,2-a]pyrazin-6-yl}phenol C(C)N1CC(C1)C1=CC=C(N=N1)C1=C(C=C(C=C1)C=1N=CC=2N(C1)C=C(N2)C)O